N-(1-phenylcyclopropyl)-2-[3-(trifluoromethyl)phenyl]-4-quinolinecarboxamide C1(=CC=CC=C1)C1(CC1)NC(=O)C1=CC(=NC2=CC=CC=C12)C1=CC(=CC=C1)C(F)(F)F